Tert-Butyl 6-[[3-(trifluoromethylsulfonimidoyl)phenyl]methyl]-2-azaspiro[3.3]heptane-2-carboxylate FC(S(=O)(=N)C=1C=C(C=CC1)CC1CC2(CN(C2)C(=O)OC(C)(C)C)C1)(F)F